FC1=C(C=CC=C1F)C12C(OCCN1)CCCC2 4a-(2,3-difluorophenyl)octahydro-2H-benzo[b][1,4]oxazine